4-((5-fluoro-2-methoxybenzoylamino)methyl)benzoic acid FC=1C=CC(=C(C(=O)NCC2=CC=C(C(=O)O)C=C2)C1)OC